C(#N)C1=CC=C(C=C1)C=1N=C2C(=NC1)N=C(S2)C2=NC(=CC(=C2C(=O)N)C2=C(C=CC=C2)OC)C(F)(F)F (6-(4-cyanophenyl)thiazolo[4,5-b]pyrazin-2-yl)-4-(2-methoxyphenyl)-6-(trifluoromethyl)pyridine-3-carboxamide